5-(6-benzhydryl-3,6-diazabicyclo[3.1.1]heptane-3-yl)-2-(2,6-dioxopiperidin-3-yl)-6-fluoroisoindoline-1,3-dione C(C1=CC=CC=C1)(C1=CC=CC=C1)N1C2CN(CC1C2)C=2C=C1C(N(C(C1=CC2F)=O)C2C(NC(CC2)=O)=O)=O